3-[3-[(3S,4S)-4-[4-amino-3-(4-phenoxyphenyl)pyrazolo[3,4-d]pyrimidin-1-yl]-3-fluoro-1-piperidyl]azetidin-1-yl]azetidine-1-carboxylate NC1=C2C(=NC=N1)N(N=C2C2=CC=C(C=C2)OC2=CC=CC=C2)[C@@H]2[C@H](CN(CC2)C2CN(C2)C2CN(C2)C(=O)[O-])F